3-(5-((1-((4'-chloro-[1,1'-biphenyl]-2-yl)methyl)-3,3-difluoropiperidin-4-yl)thio)-1-oxoisoindolin-2-yl)piperidine-2,6-dione ClC1=CC=C(C=C1)C1=C(C=CC=C1)CN1CC(C(CC1)SC=1C=C2CN(C(C2=CC1)=O)C1C(NC(CC1)=O)=O)(F)F